2-(1-(4-chloro-2'-(((2R,7aS)-2-fluorotetrahydro-1H-pyrrolizin-7a(5H)-yl)methoxy)-2,3,5',8'-tetrahydrospiro[indene-1,7'-pyrano[4,3-d]pyrimidin]-4'-yl)azepan-4-yl)acetonitrile ClC1=C2CCC3(CC=4N=C(N=C(C4CO3)N3CCC(CCC3)CC#N)OC[C@]34CCCN4C[C@@H](C3)F)C2=CC=C1